7-chloro-2-methylquinazolin ClC1=CC=C2C=NC(=NC2=C1)C